N,N,2-trimethyl-6-morpholino-5-nitro-3H-benzofuran-2-carboxamide CN(C(=O)C1(OC2=C(C1)C=C(C(=C2)N2CCOCC2)[N+](=O)[O-])C)C